1-N,N-dimethyl-1-(3-nitro-5-(trifluoromethyl)phenyl)methanamine CN(CC1=CC(=CC(=C1)C(F)(F)F)[N+](=O)[O-])C